6-t-Butoxycarbonyl-N2-caffeoyl-lysine methyl ester COC([C@@H](NC(\C=C\C1=CC(O)=C(O)C=C1)=O)CCCC(N)C(=O)OC(C)(C)C)=O